BrC=1C=C(C=2C=NN(C2C1)C1OCCCC1)C(=O)N(C)OC 6-bromo-N-methoxy-N-methyl-1-tetrahydropyran-2-yl-indazole-4-carboxamide